BrC1=C(C(=CC=C1)Cl)C1=C(C=CC=C1)Br 2,2'-dibromo-6-chloro-1,1'-biphenyl